NCCC=1C=C(C=C(C1)Cl)NC(=O)NCC=1C=C2CN(C(C2=CC1)=O)C1C(NC(CC1)=O)=O 1-(3-(2-aminoethyl)-5-chlorophenyl)-3-((2-(2,6-dioxopiperidin-3-yl)-1-oxoisoindolin-5-yl)methyl)urea